[GeH](=O)O.O water germanate